[N+](=[N-])=CC(=O)C12CC(C1)(C2)C2CN(C2)C(=O)OC(C)(C)C Tert-Butyl 3-[3-(2-diazoacetyl)-1-bicyclo[1.1.1]pentanyl]azetidine-1-carboxylate